C(C)(C)(C)OC(=O)NC1(CCC1)C=1C=C(C(=O)O)C=CC1 3-(1-((tert-butoxycarbonyl)amino)cyclobutyl)benzoic acid